(S)-2-(2-(3-cyanophenyl)acetamido)-4-((2-phenoxyethyl)(4-(5,6,7,8-tetrahydro-1,8-naphthyridin-2-yl)butyl)amino)butanoic acid C(#N)C=1C=C(C=CC1)CC(=O)N[C@H](C(=O)O)CCN(CCCCC1=NC=2NCCCC2C=C1)CCOC1=CC=CC=C1